hydrogen propanedioate C(CC(=O)[O-])(=O)O